(R)-6-(3-(4-fluorophenyl)isoxazolidin-2-yl)-N-(3-methoxy-4-(4-(4-methylpiperazin-1-yl)piperidin-1-yl)phenyl)pyrimidin-4-amine FC1=CC=C(C=C1)[C@@H]1N(OCC1)C1=CC(=NC=N1)NC1=CC(=C(C=C1)N1CCC(CC1)N1CCN(CC1)C)OC